ClC=1C=C(C=C(C1OC=1C=C2CCNC(C2=CC1)=O)Cl)N1N=C(C(NC1=O)=O)C#N (3,5-dichloro-4-((1-oxo-1,2,3,4-tetrahydroisoquinolin-6-yl)oxy)phenyl)-3,5-dioxo-2,3,4,5-tetrahydro-1,2,4-triazine-6-carbonitrile